6-(4-Chloro-2-(4-methyl-4H-1,2,4-triazol-3-yl)phenyl)-2-(4-(1-(((3,3-difluoro-cyclobutyl)methyl)amino)ethyl)-6-methylpyridin-2-yl)isoindolin-1-one ClC1=CC(=C(C=C1)C1=CC=C2CN(C(C2=C1)=O)C1=NC(=CC(=C1)C(C)NCC1CC(C1)(F)F)C)C1=NN=CN1C